6-(3-methoxy-1-(tetrahydro-2H-pyran-2-yl)-1H-pyrazol-4-yl)-1-(tetrahydro-2H-pyran-2-yl)-1H-indazol-4-amine COC1=NN(C=C1C=1C=C(C=2C=NN(C2C1)C1OCCCC1)N)C1OCCCC1